(S)-3-hydroxy-isobutanoyl-CoA C[C@@H](CO)C(=O)SCCNC(=O)CCNC(=O)[C@@H](C(C)(C)COP(=O)([O-])OP(=O)([O-])OC[C@@H]1[C@H]([C@H]([C@@H](O1)N2C=NC3=C(N=CN=C32)N)O)OP(=O)([O-])[O-])O